tert-butyl 5,6,9,10-tetrahydro-4H-isoxazolo[5'',4'':3',4']cyclohepta[1',2':3,4]pyrazolo[1,5-a]pyrazine-11(12H)-carboxylate O1N=CC2=C1C=1C(=NN3C1CN(CC3)C(=O)OC(C)(C)C)CCC2